hydroxy-methylglutaryl-coenzyme A OC(C(=O)SCCNC(CCNC([C@@H](C(COP(OP(OC[C@@H]1[C@H]([C@H]([C@@H](O1)N1C=NC=2C(N)=NC=NC12)O)OP(=O)(O)O)(=O)O)(=O)O)(C)C)O)=O)=O)(CCC(=O)O)C